2-{8-[(2-cyano-2-methylideneethyl)amino]-7-methoxynaphthalen-2-yl}-N-[(2S,4R)-1,2-dimethylpiperidin-4-yl]pyrimidine-4-carboxamide C(#N)C(CNC=1C(=CC=C2C=CC(=CC12)C1=NC=CC(=N1)C(=O)N[C@H]1C[C@@H](N(CC1)C)C)OC)=C